COCCN(C=1N=C(C2=C(N1)C(=NC(=N2)N(CCOC)CCOC)N2CCC(CC2)OC)N(CC2=CC=NC=C2)C)CCOC N2,N2,N6,N6-tetrakis(2-methoxyethyl)-8-(4-methoxypiperidin-1-yl)-N4-methyl-N4-(pyridin-4-ylmethyl)pyrimido[5,4-d]pyrimidine-2,4,6-triamine